N1=C(C=CC=C1)C(CCCN)N 1-pyridin-2-yl-1,4-butanediamine